butyl 5-((3-amino-7-bromo-2-(3-(dimethylamino)azetidin-1-yl)-8-fluoro-6-iodoquinolin-4-yl)amino)-2-endo-azabicyclo[2.1.1]hexane-2-carboxylate NC=1C(=NC2=C(C(=C(C=C2C1NC1C2CC(N1C2)C(=O)OCCCC)I)Br)F)N2CC(C2)N(C)C